4-biphenylylbenzene C1(=C(C=CC=C1)C1=CC=CC=C1)C1=CC=CC=C1